COC(=O)C1=CC=C2N=C(C=3N(C2=C1)C=NC3)Cl.C3(=CC=CC1=CC=CC=C31)C(=O)C3=CN(C1=CC=CC=C31)CCCCC 1-naphthyl-(1-pentylindol-3-yl)methanone methyl-4-chloroimidazo[1,5-a]quinoxaline-8-carboxylate